CN1C[C@@H]2CCN(S(C3=NN=C(NC4=C5CCCC5=CC=C4C4=CC=NC(OCC1)=C4)N3)(=O)=O)C2 (20S)-22-methyl-25-oxa-16λ6-thia-11,13,14,17,22,27,32-heptaazahexacyclo[24.3.1.112,15.117,20.02,10.05,9]dotriaconta-1(29),2,4,9,12,14,26(30),27-octaene-16,16-dioxide